N=C1N[C@@](CS([C@H]1C)(=O)=O)(C1=CC2=C(SC3=C2C=C(C=C3)C#CC)C=C1)C (2S,5R)-3-Imino-2,5-dimethyl-5-(8-(prop-1-yn-1-yl)dibenzo[b,d]thiophen-2-yl)thiomorpholine 1,1-dioxide